(3Z)-6-(methoxymethoxy)-3-hexenylmagnesium bromide COCOCC\C=C/CC[Mg]Br